C(C)N1N=C(N=C1)C=1C=C(C(=O)OC)C=C(C1OC)[N+](=O)[O-] Methyl 3-(1-ethyl-1H-1,2,4-triazol-3-yl)-4-methoxy-5-nitrobenzoate